C(C)C(CC(C(C(C(=O)[O-])(C(C)=O)CC(CCCC)CC)(O)C(=O)[O-])(C(=O)[O-])CC(CCCC)CC)CCCC Tri-(2-ethylhexyl)-acetylcitrat